triiodogermane I[GeH](I)I